(cyclopropylmethyl)imidazol C1(CC1)CC=1NC=CN1